4-(2,3-dimethyl-3H-indol-3-yl)butane-1-sulfonic acid CC1=NC2=CC=CC=C2C1(C)CCCCS(=O)(=O)O